(S)-2-((4-(6-((3-(difluoromethyl)-1-methyl-1H-indazole-6-yl)methoxy)pyridin-2-yl)piperidin-1-yl)methyl)-1-(oxetan-2-ylmethyl)-1H-benzo[d]imidazole-6-carboxylate FC(C1=NN(C2=CC(=CC=C12)COC1=CC=CC(=N1)C1CCN(CC1)CC1=NC2=C(N1C[C@H]1OCC1)C=C(C=C2)C(=O)[O-])C)F